COC(OC)NC1=NC(=NC(=N1)NC(OC)OC)NC(OC)OC 2,4,6-tris[dimethoxymethylamino]-1,3,5-triazine